C1(CC1)C(=O)N1CCC(CC1)C1=NC(=CN=C1)N1CC(CCC1)COC1=C(C=CC=C1)C(F)(F)F Cyclopropyl(4-(6-(3-((2-(trifluoromethyl)phenoxy)methyl)piperidin-1-yl)pyrazin-2-yl)piperidin-1-yl)methanone